FC=1C=C2C(=CC=NC2=CC1)C1CCC(CC1)[C@H](C)C=1NC=C(N1)I 6-fluoro-4-((1S,4S)-4-(1-(4-iodo-1H-imidazol-2-yl)ethyl)cyclohexyl)quinoline